C(\C=C\CCC)(=O)OCC ethyl (E)-2-hexenoate